6-(4-(((2-hydroxy-2-(4-methyl-1-oxo-1,3-dihydroisobenzofuran-5-yl)ethyl)amino)methyl)-1H-pyrazol-1-yl)pyridine-3-carbonitrile OC(CNCC=1C=NN(C1)C1=CC=C(C=N1)C#N)C=1C(=C2COC(C2=CC1)=O)C